C(C)NC(=O)N1[C@H]([C@H](CCC1)NS(=O)(=O)C)COC1CCN(CC1)C1=C(C=CC=C1)F cis-N-ethyl-2-(((1-(2-fluorophenyl)piperidin-4-yl)oxy)methyl)-3-((methylsulfonyl)amino)piperidine-1-carboxamide